methyl-4-(hydroxypentylphosphino)-4-oxobutanoic acid sodium salt [Na+].CC(C(=O)[O-])CC(=O)PCCCCCO